5-(2-ethoxy-3-pyridyl)-1-isopropyl-3-methyl-7-[2-(1-methyl-1,2,4-triazol-3-yl)ethyl]pyrazolo[4,3-b]pyridine C(C)OC1=NC=CC=C1C1=CC(=C2C(=N1)C(=NN2C(C)C)C)CCC2=NN(C=N2)C